N1C[C@@H](CCC1)C1=NC=2N(C(=C1)N)N=CC2 5-(3R)-3-piperidinyl-pyrazolo[1,5-a]Pyrimidin-7-amine